BrC=1C(=CC(=C(C1)OC(C)(C)C1=C(C=NC=C1)C)OC)[N+](=O)[O-] 4-{2-[(5-bromo-2-methoxy-4-nitrophenyl)oxy]prop-2-yl}-3-methyl-pyridine